C(C)OC1=CC=2N(C=C1C(=O)NC1=NC(=CC=C1)OC)C=C(N2)[C@H]2[C@@H](C2)F 7-ethoxy-2-[(1S,2R)-2-fluorocyclopropyl]-N-(6-methoxy-2-pyridyl)imidazo[1,2-a]pyridine-6-carboxamide